C(C)(C)C1=NCCC(=C1)C1=NC=2N(C=C1)N=CC2C=2C(=NC=CC2)OC Isopropyl-4-(3-(2-methoxypyridin-3-yl)pyrazolo[1,5-a]pyrimidin-5-yl)-5,6-dihydropyridine